C(C)NC(NC1=CC(=NO1)CC1CCN(CC1)C=1C=CC(=NC1C)C(=O)NC)=O 5-(4-((5-(3-ethylureido)isoxazol-3-yl)methyl)piperidin-1-yl)-N,6-dimethylpicolinamide